2-Amino-2-methyl-1-propanol NC(CO)(C)C